2-(4-(1-((2-(2,6-dioxopiperidin-3-yl)-4-fluoro-1,3-dioxoisoindolin-5-yl)methyl)piperidin-4-yl)phenyl)-2H-indazole-7-carboxamide O=C1NC(CCC1N1C(C2=CC=C(C(=C2C1=O)F)CN1CCC(CC1)C1=CC=C(C=C1)N1N=C2C(=CC=CC2=C1)C(=O)N)=O)=O